C(C)(C)(C)OC(=O)O[C@@H]1[C@H]([C@H](N(C1)C(=O)OC(C)(C)C)CC1=CC=C(C=C1)OC)OC(NCCOCCN1CCNCC1)=O tert-butyl (2R,3S,4S)-4-[(tert-butoxycarbonyl)oxy]-2-[(4-methoxyphenyl)methyl]-3-[({2-[2-(piperazin-1-yl)ethoxy]ethyl} carbamoyl)oxy]pyrrolidine-1-carboxylate